9-(4-chloro-2-fluoro-phenyl)-7-[(2S,4R)-2-(1-cyclopropylpyrazol-4-yl)tetrahydropyran-4-yl]-2,3-dimethyl-pyrazino[1,2-a]pyrimidin-4-one ClC1=CC(=C(C=C1)C1=NC(=CN2C1=NC(=C(C2=O)C)C)[C@H]2C[C@H](OCC2)C=2C=NN(C2)C2CC2)F